3-(3,4-dichlorophenyl)-5-(2-(3-fluoropyrrolidin-1-yl)-2-oxoethyl)pyrazolo[1,5-a]pyrazin-4(5H)-one ClC=1C=C(C=CC1Cl)C=1C=NN2C1C(N(C=C2)CC(=O)N2CC(CC2)F)=O